[1-[3-oxo-3-[4-[5-(trifluoromethyl)pyrimidin-2-yl]piperazin-1-yl]propoxy]propyl]-5-(trifluoromethyl)-1H-pyridazin-6-one O=C(CCOC(CC)N1N=CC=C(C1=O)C(F)(F)F)N1CCN(CC1)C1=NC=C(C=N1)C(F)(F)F